C[C@@H]1N(CC1)C=1N=C(C2=C(N1)CCC2)C2=CC=C1C(=NNC1=C2)O (S)-6-(2-(2-methylazetidin-1-yl)-6,7-dihydro-5H-cyclopenta[d]pyrimidin-4-yl)-1H-indazol-3-ol